[Si].[B].[Cr].[Ni] Nickel-chromium-boron-silicon